tetracyanoethylene C(#N)C(=C(C#N)C#N)C#N